Isovaleroylglycine C(CC(C)C)(=O)NCC(=O)O